(±)-(4Z)-4-(1,3-benzothiazol-6-ylmethylene)-2-[[cis-3-hydroxycycloheptyl]amino]-1H-imidazol-5-one S1C=NC2=C1C=C(C=C2)\C=C\2/N=C(NC2=O)N[C@@H]2C[C@@H](CCCC2)O |r|